COC1=C(C=C2C(=NC(=NC2=C1)C)N[C@H](C)C1=CC(=CC(=C1)C(F)(F)F)[N+](=O)[O-])OC1CCN(CC1)C(=O)C1CCN(CC1)C(=O)OC(C)(C)C tert-butyl (R)-4-(4-((7-methoxy-2-methyl-4-((1-(3-nitro-5-(trifluoromethyl)phenyl)ethyl)amino)quinazolin-6-yl)oxy)piperidine-1-carbonyl)piperidine-1-carboxylate